2-(3-bromo-6-chloropyridin-2-yl)propan-2-ol BrC=1C(=NC(=CC1)Cl)C(C)(C)O